(E)-4-(2-Chlorothiazol-5-yl)but-3-en-2-one ClC=1SC(=CN1)/C=C/C(C)=O